FC(C1=CC=2C(NCC3N(C2N=C1)CCNC3)=O)(F)F 3-(trifluoromethyl)-7,7a,8,9,10,11-hexahydropyrazino[1,2-a]pyrido[3,2-f][1,4]diazepin-5(6H)-one